(E)-3-(5-bromo-6-(bromomethyl)pyridin-3-yl)acrylic acid ethyl ester C(C)OC(\C=C\C=1C=NC(=C(C1)Br)CBr)=O